1-((3-bromopyridin-4-yl)methyl)-N-(4-(2-isopropoxypropan-2-yl)thiazol-2-yl)-1H-pyrrole-2-carboxamide BrC=1C=NC=CC1CN1C(=CC=C1)C(=O)NC=1SC=C(N1)C(C)(C)OC(C)C